(R)-3-Amino-1-(2-((6-Amino-9H-purin-9-yl)methyl)-4-fluoro-3-(trifluoromethyl)phenyl)-N-((R)-1-(Tetrahydro-2H-pyran-4-yl)ethyl)pyrrolidin-3-carboxamid N[C@]1(CN(CC1)C1=C(C(=C(C=C1)F)C(F)(F)F)CN1C2=NC=NC(=C2N=C1)N)C(=O)N[C@H](C)C1CCOCC1